NC=1CN(C=CC1)C=1SC=CN1 3-amino-1-(thiazole-2-yl)pyridine